cyanomethyl (S)-2-((((4-(2-(4-fluorophenyl) acetamido) benzyl)-oxy) carbonyl) (methyl) amino)-4-phenylbutyrate FC1=CC=C(C=C1)CC(=O)NC1=CC=C(COC(=O)N([C@H](C(=O)OCC#N)CCC2=CC=CC=C2)C)C=C1